4-chloro-5-iodo-2,3-dihydroisoindol-1-one ClC1=C2CNC(C2=CC=C1I)=O